6-amino-7-(3-methoxy-2,6-dimethylphenyl)-3-(2,2,2-trifluoroethyl)imidazo[4,5-b]pyridine-5-carboxamide NC=1C(=C2C(=NC1C(=O)N)N(C=N2)CC(F)(F)F)C2=C(C(=CC=C2C)OC)C